(Rac)-[2-amino-4-(trifluoromethoxy)phenyl]-[4-(2-tetrahydropyran-3-yl-3H-imidazo[4,5-b]pyridin-7-yl)-1-piperidyl]methanone NC1=C(C=CC(=C1)OC(F)(F)F)C(=O)N1CCC(CC1)C1=C2C(=NC=C1)NC(=N2)[C@@H]2COCCC2 |r|